NC(C(=O)O)C1=CC=C(C=C1)C1=CC(=CC=C1)OC 2-amino-2-(3'-methoxy-[1,1'-biphenyl]-4-yl)acetic acid